BrC=1C=C2CC3(CCC3)COC2=CC1 6-Bromospiro[chroman-3,1'-cyclobutane]